(±)-4-((4-(4-((2,6-Dioxopiperidin-3-yl)aminocarbonyl)-3-fluorophenyl)piperazin-1-yl)methyl)piperidine-1-carboxylic acid tert-butyl ester C(C)(C)(C)OC(=O)N1CCC(CC1)CN1CCN(CC1)C1=CC(=C(C=C1)C(=O)N[C@H]1C(NC(CC1)=O)=O)F |r|